(3-oxo-2,3-dihydro-1H-inden-5-yl)boronic acid O=C1CCC2=CC=C(C=C12)B(O)O